4,6-dichloro-3-iodo-1-((2-(trimethylsilyl)ethoxy)methyl)-1H-pyrazolo[3,4-d]pyrimidine ClC1=C2C(=NC(=N1)Cl)N(N=C2I)COCC[Si](C)(C)C